[Ni](Cl)Cl.C1(=CC=CC=C1)P(C1=CC=CC=C1)C=1C(=C(C2=CC=CC=C2C1)C1=CC=CC2=CC=CC=C12)P(C1=CC=CC=C1)C1=CC=CC=C1 bis(diphenylphosphino)-1,1'-binaphthyl nickel dichloride